(S)-6-(4-((1-(2,2-difluoroethyl)-1H-pyrazolo[4,3-c]pyridin-6-yl)oxy)-3,3-difluoropyrrolidin-1-yl)-2-methyl-[4,5'-bipyrimidin]-2',4'(1'H,3'H)-dione FC(CN1N=CC=2C=NC(=CC21)O[C@@H]2C(CN(C2)C2=CC(=NC(=N2)C)C=2C(NC(NC2)=O)=O)(F)F)F